CC=1C=C(N=NC1C1=CC=C(C=C1)C(F)(F)F)N[C@H]1CNCCC1 5-methyl-N-[(3R)-3-piperidyl]-6-[4-(trifluoromethyl)-phenyl]pyridazin-3-amine